C(C)C=1C=CC=CC1CC 3,4-diethylbenzene